Cl.C(C)(=O)OC(C)C1(CCC1)N1CN(C=2C=NN(NC21)N[C@@H]2[C@@H](CNCC2)F)Cl 1-[1-(5-chloro-2-{[(3R,4S)-3-fluoropiperidin-4-yl]amino}imidazotriazin-7-yl)cyclobutyl]ethyl acetate hydrochloride